CN1C(=NN=C1C1=NC=NC=C1)CNC=1C=C(C(=O)N[C@H](C)C=2C=C(OCCCCCCOCCOCC(=O)OCC)C=CC2)C=CC1 (R)-ethyl 2-(2-(6-(3-(1-(3-((4-methyl-5-(pyrimidin-4-yl)-4H-1,2,4-triazol-3-yl)methylamino)benzamido)ethyl)phenoxy)hexyloxy)ethoxy)acetate